N-(3-methoxypropyl)-4-(1H-pyrrolo[3,2-c]pyridin-4-yl)benzamide COCCCNC(C1=CC=C(C=C1)C1=NC=CC2=C1C=CN2)=O